OC=1C=C(OCC(=O)N(CCN(CCC)C)C)C=CC1OC 2-(3-hydroxy-4-methoxyphenoxy)-N-methyl-N-{2-[methyl(propyl)amino]ethyl}acetamide